The molecule is a methoxybenzoic acid that is O-methylsalicylic acid substituted by chloro groups at positions 3 and 6. It has a role as a xenobiotic, an environmental contaminant, a herbicide, a synthetic auxin and an agrochemical. It is a methoxybenzoic acid and a dichlorobenzene. It is a conjugate acid of a 3,6-dichloro-2-methoxybenzoate. COC1=C(C=CC(=C1C(=O)O)Cl)Cl